C(CCCCCCC)C1CC(C1)CCCCCCCC 1,3-dioctylcyclobutane